N-(3,5-Dimethoxyphenyl)-N-[3-(2-methylimidazol-1-yl)propyl]-3-(1-methylpyrazol-4-yl)quinoxalin-6-amine COC=1C=C(C=C(C1)OC)N(C=1C=C2N=C(C=NC2=CC1)C=1C=NN(C1)C)CCCN1C(=NC=C1)C